CN1N=CC(=C1)C1=CC=C2C(=NC=NC2=C1)N1[C@H](CCCC1)C1=CC=CC=C1 (R)-7-(1-methyl-1H-pyrazol-4-yl)-4-(2-phenylpiperidin-1-yl)quinazoline